5-(2,5-dichlorophenyl)-N-((2-(2,6-dioxopiperidin-3-yl)-1-oxoisoindolin-5-yl)methyl)-1H-pyrazol-3-carboxamide ClC1=C(C=C(C=C1)Cl)C1=CC(=NN1)C(=O)NCC=1C=C2CN(C(C2=CC1)=O)C1C(NC(CC1)=O)=O